CC(C(C)=O)=CC(C)C 3-methylisoheptenone